3-methyl-3-isobutylglutarate CC(CC(=O)[O-])(CC(=O)[O-])CC(C)C